(4E)-4-Cycloocten-1-ol C1(CC\C=C\CCC1)O